(R,E)-N-(1-(6-bromo-3-cyclopropyl-4-oxo-2-(tetrahydro-2H-pyran-4-yl)-3,4-dihydroquinazolin-8-yl)ethylidene)-2-methylpropane-2-sulfinamide BrC=1C=C2C(N(C(=NC2=C(C1)\C(\C)=N\[S@](=O)C(C)(C)C)C1CCOCC1)C1CC1)=O